2-(4-chlorophenyl)-4-(4-(naphtho[2,1-b]benzofuran-8-yl)phenyl)-6-phenyl-1,3,5-triazine ClC1=CC=C(C=C1)C1=NC(=NC(=N1)C1=CC=C(C=C1)C1=CC=CC=2C3=C(OC21)C=CC=2C=CC=CC23)C2=CC=CC=C2